N-(6-amino-5-methylpyridin-3-yl)-2-(5-methyl-2-(3-(trifluoromethyl)phenyl)piperidin-1-yl)-2-oxoacetamide NC1=C(C=C(C=N1)NC(C(=O)N1C(CCC(C1)C)C1=CC(=CC=C1)C(F)(F)F)=O)C